OCCNC(COC1=CC=C(C=C1)C1=CC=2N(C(N(C(C2N1)=O)CCC)=O)C)=O N-(2-hydroxyethyl)-2-(4-(1-methyl-2,4-dioxo-3-propyl-2,3,4,5-tetrahydro-1H-pyrrolo[3,2-d]pyrimidin-6-yl)phenoxy)acetamide